CN(C1=CC=C(C=C1)C=1C=C2C(=NC1)NC=C2C(=O)C=2C(=C(C=CC2F)NS(=O)(=O)CCC)F)C N-(3-(5-(4-(dimethylamino)phenyl)-1H-pyrrolo[2,3-b]pyridine-3-carbonyl)-2,4-difluorophenyl)propane-1-sulfonamide